(S)-1-(1-(3-chloro-4-fluorophenyl)-2-hydroxyethyl)-3-(1-(2-((2-chlorophenyl)amino)-5-methylpyrimidin-4-yl)-1H-pyrazol-4-yl)urea ClC=1C=C(C=CC1F)[C@@H](CO)NC(=O)NC=1C=NN(C1)C1=NC(=NC=C1C)NC1=C(C=CC=C1)Cl